C(C)(=O)N(N(C(=O)C1=CC=2C3=C(C(=NC2C=C1)N)C=NN3C)CC3=C(C=C(C=C3F)C=3C=NN(C3)C3CC3)F)C N'-acetyl-4-amino-N-(4-(1-cyclopropyl-1H-pyrazol-4-yl)-2,6-difluorobenzyl)-N',1-dimethyl-1H-pyrazolo[4,3-c]quinoline-8-carbohydrazide